(5Z)-5-(1,3-Benzothiazol-6-ylmethylene)-2-[[(1S,2S)-2-methoxycyclopentyl]amino]-3-methyl-imidazol-4-one S1C=NC2=C1C=C(C=C2)\C=C/2\C(N(C(=N2)N[C@@H]2[C@H](CCC2)OC)C)=O